1-(4-(4-Fluoro-2,3-dimethylphenyl)piperazin-1-yl)-2-(3-(4-hydroxypiperidin-1-carbonyl)-4,5,6,7-tetrahydro-1H-indazol-1-yl)ethanon FC1=C(C(=C(C=C1)N1CCN(CC1)C(CN1N=C(C=2CCCCC12)C(=O)N1CCC(CC1)O)=O)C)C